tert-butyl (17-((5-nitropyridin-2-yl)oxy)-3,6,9,12,15-pentaoxaheptadecyl)carbamate [N+](=O)([O-])C=1C=CC(=NC1)OCCOCCOCCOCCOCCOCCNC(OC(C)(C)C)=O